CC1=CN=C(S1)C1=C2C=NN(C2=CC(=C1)C(=O)N[C@H](C)C=1C=NC(=NC1)C(F)(F)F)CC1OCCC1 4-(5-methylthiazol-2-yl)-1-((tetrahydrofuran-2-yl)methyl)-N-((R)-1-(2-(trifluoromethyl)pyrimidin-5-yl)ethyl)-1H-indazole-6-carboxamide